BrC1=CC(=C(C=C1)F)OC 4-bromo-1-fluoro-2-methoxy-benzene